ethyl 2-(2-((7-(3-(((tert-butoxycarbonyl)amino)methyl)phenyl)benzofuran-5-yl)methoxy)-4-(1-((ethoxycarbonyl)amino)ethyl)phenyl)acetate C(C)(C)(C)OC(=O)NCC=1C=C(C=CC1)C1=CC(=CC=2C=COC21)COC2=C(C=CC(=C2)C(C)NC(=O)OCC)CC(=O)OCC